NC1=NC=C(C=2C1=CN(N2)C2OCCCC2)NC(=O)C(=O)N(C)CC2=C(C=C(C=C2F)C(F)(F)F)F N-(4-Amino-2-tetrahydropyran-2-yl-pyrazolo[4,3-c]pyridin-7-yl)-N'-[[2,6-difluoro-4-(trifluoromethyl)phenyl]methyl]-N'-methyl-oxamide